1,3-dimethylimidazolium dicyanate [O-]C#N.[O-]C#N.CN1C=[N+](C=C1)C.CN1C=[N+](C=C1)C